C(C)OC1=C(C=O)C=CC=C1 2-ethoxybenzaldehyde